C(C1=CC=CC=C1)N1C[C@@H]([C@H](C1)OC)C(=O)OC methyl (3S,4R)-1-benzyl-4-methoxy-pyrrolidine-3-carboxylate